CS(=O)(=O)OCCN1C(=NC2=C1C=C(C=C2)Br)CNB([O])[C] 2-(2-((((λ1-methyl)(λ1-oxidaneyl)boraneyl)amino)methyl)-6-bromo-1H-benzo[d]imidazol-1-yl)ethyl Methanesulfonate